(3-(p-tolyl)bicyclo[1.1.1]pentan-1-yl)methanol C1(=CC=C(C=C1)C12CC(C1)(C2)CO)C